1,3,5-trimethyl-1H-pyrazol CN1N=C(C=C1C)C